C(C)(C)(C)OC(NC/C(=C\F)/CS(=O)(=O)C1=CC(=CC=C1)C1=CN=C(S1)C)=O (E)-(3-fluoro-2-(((3-(2-methylthiazol-5-yl)phenyl)sulfonyl)methyl)allyl)-carbamic acid tert-butyl ester